BrC=1C=C(C=NC1I)N(CC1=CC=C(C=C1)OC)CC1=CC=C(C=C1)OC 5-bromo-6-iodo-N,N-bis(4-methoxybenzyl)pyridin-3-amine